5-((1S,5R)-1-(5-amino-1,3,4-oxadiazol-2-yl)-5-(trifluoromethyl)-3-azabicyclo[3.1.0]hexane-3-yl)quinoline-8-carbonitrile NC1=NN=C(O1)[C@@]12CN(C[C@]2(C1)C(F)(F)F)C1=C2C=CC=NC2=C(C=C1)C#N